2-Bromo-5-iodo-N-isopropyl-pyridin-4-amine BrC1=NC=C(C(=C1)NC(C)C)I